C(CC#N)#N cis-malononitrile